COC1=CC=C(C=C1)C(C=[N+]=[N-])=O 1-(4-methoxyphenyl)-2-diazoethanone